(E)-2-(3-((E)-4-((2-hydroxyethyl)(methyl)amino)styryl)-2-((2-hydroxyethyl)thio)-5,5-dimethylcyclohex-2-en-1-ylidene)acetaldehyde OCCN(C1=CC=C(/C=C/C2=C(\C(\CC(C2)(C)C)=C\C=O)SCCO)C=C1)C